perfluorobutyl-tetralone FC1(C(C2=C(C(=C(C(=C2C(C1(F)F)(F)F)F)F)F)F)=O)C(C(C(C(F)(F)F)(F)F)(F)F)(F)F